CN(CCOC1=CC(=CC=C1)C=1N=CN(C1)COCC[Si](C)(C)C)C N,N-dimethyl-2-[3-[1-(2-trimethylsilylethoxymethyl)imidazol-4-yl]phenoxy]ethanamine